(S)-N-ethyl-N-(2,2,2-trifluoro-1-(4-fluorophenyl)ethyl)pyrimidine-5-sulfonamide C(C)N(S(=O)(=O)C=1C=NC=NC1)[C@H](C(F)(F)F)C1=CC=C(C=C1)F